BrC1=CC=C(C(=N1)F)[N+](=O)[O-] 6-Bromo-2-fluoro-3-nitropyridine